N1=CC(=CC=C1)OC(CO)CO 2-(pyridin-3-yloxy)propane-1,3-diol